9,9-dimethyl-3-(5,5,8,8-tetramethyl-5,6,7,8-tetrahydronaphthalen-2-yl)-9H-fluoren-2-amine CC1(C2=CC=CC=C2C=2C=C(C(=CC12)N)C1=CC=2C(CCC(C2C=C1)(C)C)(C)C)C